4-bromo-5-(4-fluoro-2,6-dimethylphenoxy)-1-(3,3,3-trifluoropropyl)pyridin-2(1H)-one BrC1=CC(N(C=C1OC1=C(C=C(C=C1C)F)C)CCC(F)(F)F)=O